bromo-N-(tert-butyl)-2,6-dichloro-5-fluoronicotinamide BrC1=C(C(=NC(=C1C(=O)NC(C)(C)C)Cl)Cl)F